C(C)(=O)C1=CC(=CC=2C(C=C(OC21)SCC)=O)CBr 8-acetyl-6-(bromomethyl)-2-(ethylsulfanyl)-4H-benzopyran-4-one